OC[C@H](C1=CC=CC=C1)NC1=NC(=NC=C1C1=NC(=NO1)C)NC=1C=C2CCC(NC2=CC1)=O 6-[[4-[[(1S)-2-hydroxy-1-phenyl-ethyl]amino]-5-(3-methyl-1,2,4-oxadiazol-5-yl)pyrimidin-2-yl]amino]-3,4-dihydro-1H-quinolin-2-one